5-amino-3-(7-((5-fluoro-2-(trifluoromethoxy)benzamido)methyl)-1H-indol-4-yl)-1-isopropyl-1H-pyrazole-4-carboxamide NC1=C(C(=NN1C(C)C)C1=C2C=CNC2=C(C=C1)CNC(C1=C(C=CC(=C1)F)OC(F)(F)F)=O)C(=O)N